CC(/C=C/C(C(=O)O)NC(C1=CN=C(C=C1)C1=CC=CC=C1)=O)(C)C (E)-5,5-dimethyl-2-(6-phenylnicotinoylamino)-3-hexenoic acid